2-benzyl-1H-imidazole C(C1=CC=CC=C1)C=1NC=CN1